methyl 2-[2-(4-cyanophenyl)-4-(trifluoromethyl)imidazol-1-yl]propanoate C(#N)C1=CC=C(C=C1)C=1N(C=C(N1)C(F)(F)F)C(C(=O)OC)C